C(C)(C)(C)N1C(=C(C2=CC=CC=C12)C)OC N-tertiary butyl-2-methoxyl-3-methylindole